(S)-ethyl 8-(2-amino-6-((R)-1-(3,4-dimethyl-3''-(methylsulfonyl)-[1,1':3',1''-terphenyl]-4'-yl)-2,2,2-trifluoroethoxy)pyrimidin-4-yl)-2,8-diazaspiro[4.5]decane-3-carboxylate NC1=NC(=CC(=N1)N1CCC2(C[C@H](NC2)C(=O)OCC)CC1)O[C@@H](C(F)(F)F)C1=C(C=C(C=C1)C1=CC(=C(C=C1)C)C)C1=CC(=CC=C1)S(=O)(=O)C